2-(2-pyridyldisulfanyl)propyl N-[1-(chloromethyl)-3-[5-[1-(chloromethyl)-5-hydroxy-1,2-dihydrobenzo[e]indol-3-yl]-5-oxo-pentanoyl]-1,2-dihydrobenzo[e]indol-5-yl]carbamate ClCC1CN(C=2C=C(C3=C(C12)C=CC=C3)NC(OCC(C)SSC3=NC=CC=C3)=O)C(CCCC(=O)N3CC(C=1C2=C(C(=CC31)O)C=CC=C2)CCl)=O